N-[3-Chloro-4-[[1-(piperidine-4-carbonyl)pyrrolidin-3-yl]carbamoyl]phenyl]-5-(2,3-difluoro-4-methoxy-phenyl)-1-methyl-imidazole-2-carboxamide ClC=1C=C(C=CC1C(NC1CN(CC1)C(=O)C1CCNCC1)=O)NC(=O)C=1N(C(=CN1)C1=C(C(=C(C=C1)OC)F)F)C